COC1=CC(=NN1)N 5-methoxy-1H-pyrazol-3-amine